OC(C1=CC=CC=C1)=NCCCOC=1C(=C(C(=O)O)C=CC1OC)[N+](=O)[O-] 3-((hydroxy(phenyl)methylene)amino)propoxy-4-methoxy-2-nitrobenzoic acid